N1C=C(C2=CC=CC=C12)C1=NC=C(C(=N1)NC=1C=CC(=C(C1)NC(C)=O)N(CC)CCN(C)C)C(F)(F)F N-(5-((2-(1H-indol-3-yl)-5-(trifluoromethyl)pyrimidin-4-yl)amino)-2-((2-(dimethylamino)ethyl)(ethyl)amino)phenyl)acetamide